(S)-2-((tert-butoxycarbonyl)amino)-6-hydroxycaproic acid C(C)(C)(C)OC(=O)N[C@H](C(=O)O)CCCCO